C1CCOCO1 4,6-dioxane